1-(bromotriphenyl-λ5-phosphanyl)pentan-3-yl acetate C(C)(=O)OC(CCP(C1=CC=CC=C1)(C1=CC=CC=C1)(C1=CC=CC=C1)Br)CC